C(C)(C)(C)OC(=O)NCCOC1=C(C(=O)O)C=C(C=C1)Cl 2-(2-((tert-butoxycarbonyl)amino)ethoxy)-5-chlorobenzoic acid